CN1N=CC(=C1)S(=O)(=O)NC1=NC(=C(C(=N1)OC1=CC(=CC=C1)C1CN(CCC1)C)C(C(F)(F)F)(F)F)C1=C(C=CC=C1)C 1-Methyl-N-[4-[3-(1-methyl-3-piperidyl)phenoxy]-6-(o-tolyl)-5-(1,1,2,2,2-pentafluoroethyl)pyrimidin-2-yl]pyrazole-4-sulfonamide